ClC1=CC2=C(N(C(N2CCN2CCOCC2)=O)C2CCN(CC2)C2CCC(CC2)CC)C=C1Cl 5,6-dichloro-1-(1-(4-ethylcyclohexyl)piperidin-4-yl)-3-(2-morpholinoethyl)-1,3-dihydro-2H-benzo[d]imidazol-2-one